N-((5-(1-(5,5-difluoro-2-oxotetrahydropyrimidin-1(2H)-yl)-2-methoxyethyl)benzo[d]oxazol-2-yl)(4-fluorocyclohexyl)methyl)-4-methyl-1,2,5-oxadiazole-3-carboxamide FC1(CNC(N(C1)C(COC)C=1C=CC2=C(N=C(O2)C(NC(=O)C2=NON=C2C)C2CCC(CC2)F)C1)=O)F